C(C)(C)(C)OC(=O)NC1=NN2C(CN(CCC2)C(=O)OC(C)(C)C)=C1 tert-butyl 2-(tert-butoxycarbonylamino)-4,6,7,8-tetrahydropyrazolo[1,5-a][1,4]diazepine-5-carboxylate